3-hydroxy-1-methyl-3-((3-(4,4,5,5-tetramethyl-1,3,2-dioxaborolan-2-yl)phenyl)ethynyl)pyrrolidin-2-one OC1(C(N(CC1)C)=O)C#CC1=CC(=CC=C1)B1OC(C(O1)(C)C)(C)C